ClC1=C2NC(N(C2=NC=N1)C1CC(C1)COC)=O 6-chloro-9-[3-(methoxymethyl)cyclobutyl]-7H-purin-8-one